O[C@H](CNC1=NC2=CC=C(C=C2C(N1CC=1C=NN2C1CN(CC2)C(=O)OC(C)(C)C)=O)S(NC2(CC2)C)(=O)=O)C tert-butyl (S)-3-((2-((2-hydroxypropyl)amino)-6-(N-(1-methylcyclopropyl)sulfamoyl)-4-oxoquinazolin-3(4H)-yl)methyl)-6,7-dihydropyrazolo[1,5-a]pyrazine-5(4H)-carboxylate